C1OCC12CC(C2)NC=2N=CC1=C(N2)NC(C(=C1)C1=C(C(=CC(=C1)OC)OC)Cl)=O 2-((2-oxaspiro[3.3]heptan-6-yl)amino)-6-(2-chloro-3,5-dimethoxyphenyl)pyrido[2,3-d]pyrimidin-7(8H)-one